Hydrofluoric acid triethylamine salt C(C)N(CC)CC.F